(S)-N-(3''-fluoro-5''-methoxy-2,2'-dimethyl-4''-(((5-oxopyrrolidin-3-yl)amino)methyl)-[1,1':3',1''-terphenyl]-3-yl)-3-methyl-2,4-dioxo-1,2,3,4-tetrahydropyrimidine-5-carboxamide FC=1C=C(C=C(C1CN[C@@H]1CNC(C1)=O)OC)C=1C(=C(C=CC1)C1=C(C(=CC=C1)NC(=O)C=1C(N(C(NC1)=O)C)=O)C)C